3-((2-(3,3-dimethylureido)thiazol-5-yl)ethynyl)-4-methyl-N-(4-(trifluoromethyl)pyridin-2-yl)benzamide CN(C(NC=1SC(=CN1)C#CC=1C=C(C(=O)NC2=NC=CC(=C2)C(F)(F)F)C=CC1C)=O)C